Cl.N[C@@H](CO)C(=O)N L-serinamide monohydrochloride